N[C@@H]1[C@@H](OCC12CCN(CC2)C=2N(C(C1=C(N2)NN=C1C#CC1=CC(=CC(=C1)OC)OC)=O)C)C 6-((3S,4S)-4-amino-3-methyl-2-oxa-8-azaspiro[4.5]decan-8-yl)-3-((3,5-dimethoxyphenyl)ethynyl)-5-methyl-1,5-dihydro-4H-pyrazolo[3,4-d]pyrimidin-4-one